BrC1=C(C=C(C2=C(C=CC=C12)Cl)F)NC(OC(C)(C)C)=O tert-butyl (1-bromo-5-chloro-4-fluoronaphthalen-2-yl)carbamate